Tin-niobium [Nb].[Sn]